N-(4-cyano-2-fluorophenyl)-6-hydroxy-4,5,6,7-tetrahydro-1H-indole-3-sulfonamide C(#N)C1=CC(=C(C=C1)NS(=O)(=O)C1=CNC=2CC(CCC12)O)F